2-(adamantan-1-yl)-2-hydroxy-2-(5-methylthiophene-2-yl)-N-(2-morpholinoethyl)acetamide C12(CC3CC(CC(C1)C3)C2)C(C(=O)NCCN2CCOCC2)(C=2SC(=CC2)C)O